C[C@@H]1N(C=CN(C1=O)C)C(=O)OCC1=CC=CC=C1 (S)-benzyl 2,4-dimethyl-3-oxo-3,4-dihydropyrazine-1(2H)-carboxylate